1-(7-fluorobenzofuran-5-yl)butan-2-one FC1=CC(=CC=2C=COC21)CC(CC)=O